FC1CC(N2N=C(N=C21)S(=O)(=O)[C@H]2[C@@H](C2)F)C2=CC=CC=C2 7-fluoro-5-phenyl-2-[(1R,2R)-2-fluorocyclopropyl]sulfonyl-6,7-dihydro-5H-pyrrolo[1,2-b][1,2,4]triazole